6-Hydroxy-pentacosanoic acid OC(CCCCC(=O)O)CCCCCCCCCCCCCCCCCCC